O1[C@@H](COCC1)C=O ((S)-1,4-dioxan-2-yl)methanone